((6-chloro-4-(1,1,1-trifluoro-2-hydroxypropane-2-yl)pyridin-2-yl)imino)dimethyl-λ6-sulfanone ClC1=CC(=CC(=N1)N=S(=O)(C)C)C(C(F)(F)F)(C)O